C12C=CC(C(C1)CN(CC1C3C=CC(C1)C3)C3=CC=CC1=C3CCCCC1)C2 (di(bicyclo[2.2.1]hept-2-en-5-ylmethyl)amino)-6,7,8,9-tetrahydro-5H-benzo[7]annulene